OCCS(=O)(=O)CC(CCC[C@](C(=O)O)(C)C1=CC(=CC=C1)C[C@H](C(=O)OC)C)(C)C (R)-7-((2-Hydroxyethyl)sulfonyl)-2-(3-((R)-3-methoxy-2-methyl-3-oxopropyl)phenyl)-2,6,6-trimethylheptanoic acid